O[C@@H](CN1[C@H]2[C@@H](CC1)CN(C2)C(C)=O)[C@@H]([C@@H](CO)O)O ((3aS,6aS)-1-((2S,3S,4R)-2,3,4,5-tetrahydroxypentyl)hexahydropyrrolo[3,4-b]pyrrol-5(1H)-yl)ethan-1-one